NC=1C=CC(=C(C=O)C1)Br 5-AMINO-2-BROMOBENZALDEHYDE